2,3-bisphosphoglycerate P(=O)(O)(O)OC(C(=O)[O-])COP(=O)(O)O